BrC1=C(C=C(C=C1C)C=C1CN(C1)C(=O)OC(C)(C)C)F Tert-butyl 3-[(4-bromo-3-fluoro-5-methyl-phenyl)methylene]azetidine-1-carboxylate